CN(C)C=CC(C1=CC=CC=C1)=O N,N-dimethylbenzoylvinylamine